COC(C)C1=NC=CC(=N1)N1CC2(C=3C=NC(=CC31)NC(C)=O)CC2 N-(1'-(2-(1-methoxyethyl)pyrimidin-4-yl)-1',2'-dihydrospiro[cyclopropane-1,3'-pyrrolo[3,2-c]pyridin]-6'-yl)acetamide